C(CCCC)CCCC(=O)[NH-] N-pentylbutyrylamide